(3-Bromophenyl)methane-d2-ol BrC=1C=C(C=CC1)C(O)([2H])[2H]